5-(4-(2,2-difluoro-2-phenylacetamido)-2-methyl-phenyl)-N-isopropyl-2-methylnicotinamide FC(C(=O)NC1=CC(=C(C=C1)C=1C=NC(=C(C(=O)NC(C)C)C1)C)C)(C1=CC=CC=C1)F